oxomanganese O=[Mn]